1-[6-[5-[4-[4-[2-(2,6-dioxo-3-piperidyl)-1-oxo-isoindolin-5-yl]piperazin-1-yl]-4-oxo-butyl]-1,2,4-oxadiazol-3-yl]-5-methyl-3-pyridyl]-3-(7-isopropylpyrazolo[1,5-a]pyrimidin-6-yl)urea O=C1NC(CCC1N1C(C2=CC=C(C=C2C1)N1CCN(CC1)C(CCCC1=NC(=NO1)C1=C(C=C(C=N1)NC(=O)NC=1C=NC=2N(C1C(C)C)N=CC2)C)=O)=O)=O